[N+](=O)([O-])C1=NC2=C(C=CC=C2C=C1)O nitroquinolin-8-ol